COC1CC(CC1)O 3-methoxycyclopentane-1-ol